3-methyl-2-thioxo-thiazolidin-4-one CN1C(SCC1=O)=S